N[C@H](C=1N=C2N(N=CC(=C2)CN2C(NCCC2)=O)C1)C1CCC(CC1)(F)F (S)-1-((2-(amino(4,4-difluorocyclohexyl)methyl)imidazo[1,2-b]pyridazin-7-yl)methyl)tetrahydropyrimidin-2(1H)-one